CO[C@H](CC(N)=S)\C=C\C#C[Si](C(C)C)(C(C)C)C(C)C (R,E)-3-methoxy-7-(triisopropylsilyl)hept-4-en-6-ynethioamide